[N-](S(=O)(=O)C(F)(F)F)S(=O)(=O)C(F)(F)F.C(CC)N1C(N(C=C1)C)C 1-propyl-2,3-dimethyl-imidazole bistrifluoromethanesulfonimide salt